(2S,3R)-3-(aminomethyl)-2-((S)-2-aminopropanamido)-6-boronohexanoic acid NC[C@H]([C@@H](C(=O)O)NC([C@H](C)N)=O)CCCB(O)O